1-[2-bromo-4-hydroxy-2'-(1-methyltriazol-4-yl)spiro[4,5-dihydrothieno[2,3-c]pyran-7,4'-piperidine]-1'-yl]-2,2,2-trifluoro-ethanone BrC1=CC2=C(S1)C1(CC(N(CC1)C(C(F)(F)F)=O)C=1N=NN(C1)C)OCC2O